(E)-3-iodo-2-(4-methoxyphenyl)propenal I/C=C(/C=O)\C1=CC=C(C=C1)OC